BrC=1C=C(C=CC1)/C(=C/C(=O)O)/C(F)(F)F (Z)-3-(3-bromophenyl)-4,4,4-trifluorobut-2-enoic acid